2-methylmercapto-6-aminopyrimidin-4(3H)-one CSC1=NC(=CC(N1)=O)N